FC(C1=NN(C(=C1C(=O)N(C)C)C)C1=NC(=CC=C1C(F)F)N1C=NC2=C1C=C(C(=C2)NC=2N=NC(=CC2)C)OC)F 3-(difluoromethyl)-1-[3-(difluoromethyl)-6-[6-methoxy-5-[(6-methylpyridazin-3-yl)amino]benzimidazol-1-yl]-2-pyridyl]-N,N,5-trimethyl-pyrazole-4-carboxamide